1,3-dimethylpyrrolidinium chloride [Cl-].C[NH+]1CC(CC1)C